Cl.N1=C(C=CC=C1)SSCCN 2-(2-pyridyl-dithio)ethylamine hydrochloride